FC=1C=C2C=CN3C2=C(C1)C(N1C(CC3)CNCC1)=O 2-fluoro-8,8a,9,10,11,12-hexahydro-7H,14H-pyrazino[1',2':5,6][1,5]diazocino[3,2,1-hi]indol-14-one